5-hydroxytryptophan-4,6,7-d3 OC1=C(C(=C2NC=C(C[C@H](N)C(=O)O)C2=C1[2H])[2H])[2H]